[Si](C)(C)(C(C)(C)C)O[C@H]1CC[C@H](CC1)N1N=CC=2C1=NC(=NC2NC=2N=CN(C2)C2=CC(=C(C(=C2)OC)OC)OC)Cl 1-((cis)-4-((tert-butyldimethylsilyl)oxy)cyclohexyl)-6-chloro-N-(1-(3,4,5-trimethoxyphenyl)-1H-imidazol-4-yl)-1H-pyrazolo[3,4-d]pyrimidin-4-amine